4-chloro-6-(cyclopropoxy)-3-methyl-2-(2-methylpyrazol-3-yl)benzonitrile ClC1=C(C(=C(C#N)C(=C1)OC1CC1)C=1N(N=CC1)C)C